C(C(=O)N)(=O)N Ethandiamid